CC1CN(CC(C1)C)CC1=CC(=C(CNC2=C3C(N(C(=NC3=CC=C2)C)C2C(NC(CC2)=O)=O)=O)C=C1)F 3-(5-((4-((3,5-dimethylpiperidin-1-yl)methyl)-2-fluorobenzyl)amino)-2-methyl-4-oxoquinazolin-3(4H)-yl)piperidine-2,6-dione